C(C)N(C(C1=CC=C(C=C1)C1=CC(=C2C(=N1)C=CS2)NCCCN2CCCCC2)=O)CC N,N-diethyl-4-(7-((3-(piperidin-1-yl)propyl)amino)thieno[3,2-b]pyridin-5-yl)benzamide